Calcium Heneicosylate C(CCCCCCCCCCCCCCCCCCCC)(=O)[O-].[Ca+2].C(CCCCCCCCCCCCCCCCCCCC)(=O)[O-]